CC1N(C(CN(C1)C1=CC2=C(N(C(O2)=O)C)C=C1)C)C(=O)NCCCCC1=CC=CC=C1 2,6-Dimethyl-4-(3-methyl-2-oxo-1,3-benzoxazol-6-yl)-N-(4-phenylbutyl)piperazine-1-carboxamide